CN1C(N(CC=2C1=NC(=NC2)NC2=CC=C(C=C2)N2CCN(C1(CC1)C2)C)C2CCN(C1=CC=CC=C21)C(C=C)=O)=O 1-methyl-7-[4-(4-methyl-4,7-diazaspiro[2.5]octan-7-yl)anilino]-3-(1-prop-2-enoyl-3,4-dihydro-2H-quinolin-4-yl)-4H-pyrimido[4,5-d]pyrimidin-2-one